NC1=NC=2C=C(C(=CC2C2=C1C=NN2C)C(=O)N([C@@H]2COC1=C2C=CC(=C1)C=1C=NN(C1)C(F)(F)F)C)Cl 4-amino-7-chloro-N,1-dimethyl-N-((3S)-6-(1-(trifluoromethyl)-1H-pyrazol-4-yl)-2,3-dihydro-1-benzo-furan-3-yl)-1H-pyrazolo[4,3-c]quinoline-8-carboxamide